S(OC1=C(C(=C(C=C1)C1=NNC2=NC(=CN=C21)N2CC1C(C1CC2)(C=2SC=C(N2)C)CN)Cl)Cl)(=O)(=O)F 4-(6-(7-(aminomethyl)-7-(4-methylthiazol-2-yl)-3-azabicyclo[4.1.0]heptan-3-yl)-1H-pyrazolo[3,4-b]pyrazin-3-yl)-2,3-dichlorophenyl sulfurofluoridate